C1=CC=CC2=C3C=CC=C(C3C=C12)C(N)=N 8aH-fluorene-8-carboximidamide